S1C(CC1)S[Sn]1(SSSCCCC1)SC1SCC1 bis(thietanylthio)trithiastannocan